N[C@H]1CN(C[C@@H](C1)F)C(=O)C1=CC2=C(N(C(=N2)C2=CC=3C(=NC=CC3)N2CC2CC2)CC=2C=NN(C2)C)C(=C1)OC ((3R,5R)-3-amino-5-fluoropiperidin-1-yl)(2-(1-(cyclopropylmethyl)-1H-pyrrolo[2,3-b]pyridin-2-yl)-7-methoxy-1-((1-methyl-1H-pyrazol-4-yl)methyl)-1H-benzo[d]imidazol-5-yl)methanone